C(C)(C)(C)N=C=NCCCCN=C=NC(C)(C)C tetramethylene-bis(t-butyl-carbodiimide)